4-[bis(2-hydroxypropyl)amino]-6-[(4-sulfophenyl)amino]-1,3,5-triazin OC(CN(C1=NC=NC(=N1)NC1=CC=C(C=C1)S(=O)(=O)O)CC(C)O)C